BrC1=CC=C(OC=2C3=C(SC2)C=C(C=C3)OC)C=C1 3-(4-Bromophenoxy)-6-methoxybenzo[b]thiophene